5-methyldipropylenetriamine CN(CCCN)CCCN